2-ethyl-4-hydroxybenzonitrile C(C)C1=C(C#N)C=CC(=C1)O